(R)-3-[2-[3-[4-Amino-8-(difluoromethoxy)pyrido[3,2-d]pyrimidin-6-yl]phenyl]ethynyl]-3-hydroxy-1-methylpyrrolidin-2-one NC=1C2=C(N=CN1)C(=CC(=N2)C=2C=C(C=CC2)C#C[C@]2(C(N(CC2)C)=O)O)OC(F)F